S(CCC(=O)OC(CCCCCCCCCCCCC)=O)CCC(=O)OC(CCCCCCCCCCCCC)=O Dimyristoyl thiodipropionate